3-(1-oxo-7-((7-(pyrrolidin-1-yl)-2',3',5',6,6',7-hexahydrospiro[cyclopenta[b]pyridine-5,4'-pyran]-2-yl)amino)isoindol-4-yl)imidazo[1,2-a]pyridine-7-carbonitrile O=C1N=CC2=C(C=CC(=C12)NC1=CC=C2C(=N1)C(CC21CCOCC1)N1CCCC1)C1=CN=C2N1C=CC(=C2)C#N